COC1=CC=C(C=C1)C1=C(C=CC(=C1)N)C1=CC=C(N)C=C1 (4-methoxyphenyl)-benzidine